NC=1C2=C(N=CN1)N(C=C2C=2SC1=C(C2)C=C(C=C1OC)C)C1CN(CC1)C(\C=C\CN1CC(CC1)F)=O (E)-1-(3-(4-amino-5-(7-methoxy-5-methylbenzothiophen-2-yl)-7H-pyrrolo[2,3-d]pyrimidin-7-yl)pyrrolidin-1-yl)-4-(3-fluoropyrrolidin-1-yl)but-2-en-1-one